C1(=CC=CC=C1)NC(C1=C(C(=C(C(=C1F)F)F)F)O)=O N-phenyl-2-hydroxy-3,4,5,6-tetrafluorobenzamide